N=S(=O)(C1(CC1)C1=C2C(=NC(=C1)N1[C@@H](COCC1)C)C(=NS2)C2=CC(=NN2)C)C imino(methyl)(1-(3-(3-methyl-1H-pyrazol-5-yl)-5-((R)-3-methylmorpholino)isothiazolo[4,5-b]pyridin-7-yl)cyclopropyl)-λ6-sulfanone